2,2-Bis(3-tert-butyl-4-hydroxyphenyl)-1-(4-hydroxyphenyl)propane C(C)(C)(C)C=1C=C(C=CC1O)C(CC1=CC=C(C=C1)O)(C)C1=CC(=C(C=C1)O)C(C)(C)C